((((2R,3S,4R,5R)-5-(6-chloro-4-((2-chlorobenzyl)amino)-1H-pyrazolo[3,4-d]pyrimidin-1-yl)-3,4-dihydroxy-3-methyltetrahydrofuran-2-yl)methoxy)methyl)phosphonic acid ClC1=NC(=C2C(=N1)N(N=C2)[C@H]2[C@@H]([C@]([C@H](O2)COCP(O)(O)=O)(C)O)O)NCC2=C(C=CC=C2)Cl